methyl 4-((7-bromo-6-((diethoxyphosphoryl)difluoromethyl)isoquinolin-3-yl)oxy)butanoate BrC1=C(C=C2C=C(N=CC2=C1)OCCCC(=O)OC)C(F)(F)P(=O)(OCC)OCC